difluoro-1',2'-dihydrospiro[cyclohexane-1,3'-indol]-2'-one FC1(CCC2(C(NC3=CC=CC=C23)=O)CC1)F